[Sn].[Ge].[In] indium germanium tin